(2S)-2-benzyl-N-(8-fluoro-2-methyl-3-quinolinyl)-2,4-dimethylpentanamide C(C1=CC=CC=C1)[C@@](C(=O)NC=1C(=NC2=C(C=CC=C2C1)F)C)(CC(C)C)C